N(=[N+]=[N-])C1CC(N(CC1)C(=O)OC(C)(C)C)(C(=O)OCC1=CC=CC=C1)CCCCB1OC(C(O1)(C)C)(C)C anti-2-Benzyl 1-(tert-butyl) 4-azido-2-[4-(4,4,5,5-tetramethyl-1,3,2-dioxaborolan-2-yl)butyl]piperidine-1,2-dicarboxylate